O[C@H]1C[C@H](NC1)C(=O)N cis-4-hydroxy-L-prolinamide